2-hydroxy-2-(4-(1-methyl-4-(trifluoromethyl)-1H-imidazol-2-yl)phenyl)acetonitrile OC(C#N)C1=CC=C(C=C1)C=1N(C=C(N1)C(F)(F)F)C